NC(CC1=NSC(=N1)NC(=O)C1=C(OC(=C1)C1=CC(=CC=C1)OC(F)F)C)(C)C N-(3-(2-amino-2-methylpropyl)-1,2,4-thiadiazol-5-yl)-5-(3-(difluoromethoxy)phenyl)-2-methylfuran-3-carboxamide